ClC=1C=C(C(=C2C(=NN(C12)CCC#N)N1C(C2=CC=CC=C2C1=O)=O)OC1=C(C=CC(=C1)F)Cl)NC(C1=CC(=CC(=C1)C(F)(F)F)F)=O N-(7-chloro-4-(2-chloro-5-fluorophenoxy)-1-(2-cyanoethyl)-3-(1,3-dioxoisoindolin-2-yl)-1H-indazol-5-yl)-3-fluoro-5-(trifluoromethyl)benzamide